2-[[6-(4-benzoylpiperazin-1-yl)-3,5-dicyano-4-ethylpyridin-2-yl]thio]-2-phenylacetamide C(C1=CC=CC=C1)(=O)N1CCN(CC1)C1=C(C(=C(C(=N1)SC(C(=O)N)C1=CC=CC=C1)C#N)CC)C#N